FC=1C=C(C=CC1F)N1C(CC[C@H]1C1=NC2=C(N1[C@H]1CN(CC1)C(CC(F)(F)F)=O)C=CC(=C2)C=2C(=NOC2C)C)=O (S)-1-(3,4-difluorophenyl)-5-(5-(3,5-dimethylisoxazol-4-yl)-1-((R)-1-(3,3,3-trifluoropropanoyl)pyrrolidin-3-yl)-1H-benzo[d]imidazol-2-yl)pyrrolidin-2-one